3,4,5-trihydroxybenzoic acid methyl ester COC(C1=CC(=C(C(=C1)O)O)O)=O